3-(benzyloxy)-6-bromo-2-fluoroaniline C(C1=CC=CC=C1)OC=1C(=C(N)C(=CC1)Br)F